tert-butyl (1-(4-(4-(cis-2,6-dimethylpiperazine-1-carboxamido)-2-oxopyrimidin-1(2H)-yl)benzyl)piperidin-4-yl)carbamate C[C@@H]1N([C@@H](CNC1)C)C(=O)NC1=NC(N(C=C1)C1=CC=C(CN2CCC(CC2)NC(OC(C)(C)C)=O)C=C1)=O